C(C)(C)(C)OC(=O)N1C(CC=CC1)C1=C(C=CC=2NC(N(C21)C)=O)OC (5-methoxy-3-methyl-2-oxo-1H-benzimidazol-4-yl)-3,6-dihydro-2H-pyridin-1-Formic acid tert-butyl ester